1-[[6-[4-[(3R)-3-[(2,5,7-trimethyl-[1,2,4]triazolo[1,5-a]pyrimidin-6-yl)oxy]pyrrolidin-1-yl]phenyl]pyridazin-3-yl]methyl]azetidine-3-carboxamide CC1=NN2C(N=C(C(=C2C)O[C@H]2CN(CC2)C2=CC=C(C=C2)C2=CC=C(N=N2)CN2CC(C2)C(=O)N)C)=N1